N-(2-(4-((1S,4S)-2-oxa-5-azabicyclo[2.2.1]heptane-5-yl)piperidine-1-yl)-5-((6-((S)-3-(2,3-dichlorobenzyl)isoxazolidine-2-yl)pyrimidine-4-yl)amino)-4-methoxyphenyl)acrylamide [C@@H]12OC[C@@H](N(C1)C1CCN(CC1)C1=C(C=C(C(=C1)OC)NC1=NC=NC(=C1)N1OCC[C@@H]1CC1=C(C(=CC=C1)Cl)Cl)NC(C=C)=O)C2